4-(prop-1-yn-1-yl)benzonitrile C(#CC)C1=CC=C(C#N)C=C1